6-fluoro-2,3-dihydrobenzo[b][1,4]dioxin-5-carboxaldehyde FC1=C(C2=C(OCCO2)C=C1)C=O